Cl.CC1NCCOC1 3-methyl-morpholine, hydrochloride salt